4-nitrophenyl 5-(difluoro(phenoxy (2-(pivaloylthio) ethoxy)phosphoryl) methyl)benzo[b]thiophene-2-carboxylate FC(C1=CC2=C(SC(=C2)C(=O)OC2=CC=C(C=C2)[N+](=O)[O-])C=C1)(P(=O)(OCCSC(C(C)(C)C)=O)OC1=CC=CC=C1)F